3-bromo-2-fluoro-5,6-dimethoxybenzaldehyde BrC=1C(=C(C=O)C(=C(C1)OC)OC)F